C(C)(C)C1=C(C(=CC=C1)C(C)C)N1N=C(C=C1)C1=C(C=CC=C1C(C)C)C(C)C 1,3-bis-(2,6-diisopropylphenyl)-diazol